CC1=CC(=NN1C1CC2(CN(C2)C(=O)OC(C)(C)C)C1)B1OC(C(O1)(C)C)(C)C tert-butyl 6-(5-methyl-3-(4,4,5,5-tetramethyl-1,3,2-dioxaborolan-2-yl)-1H-pyrazol-1-yl)-2-azaspiro[3.3]Heptane-2-carboxylate